ClC1=CC(=NC(=C1OC)Cl)C(=O)NC1=C2C(N(C=NC2=CC=C1)CC1=CC(=CC=C1)F)=O 4,6-dichloro-N-{3-[(3-fluorophenyl)methyl]-4-oxo-3,4-dihydro-quinazolin-5-yl}-5-methoxypyridine-2-carboxamide